CN1N=CC(=C1)S(=O)(=O)NC=1C=CC=C2C=CC=NC12 1-methyl-N-(quinolin-8-yl)-1H-pyrazole-4-sulfonamide